C(C)(C)(CC)O[SiH](C)C tert-pentyloxydimethylsilane